methyl-2-amino-5-(4-((1s,5r)-3-(2-methoxyethyl)-3-azabicyclo[3.1.0]hex-1-yl)phenyl)nicotinic acid CC1=NC(=C(C(=O)O)C=C1C1=CC=C(C=C1)[C@]12CN(C[C@@H]2C1)CCOC)N